OCC1(CC1)N1C(C(=CC=C1)COC=1C=CC2=C(C=C(O2)C)C1)OC N-(1-(hydroxymethyl)cyclopropyl)-5-((2-methoxypyridin-3-yl)methoxy)-2-methylbenzofuran